C1(C(CCCC1)C(=O)OCC(CCCC)CC)C(=O)OCC(CCCC)CC di(2-ethylhexyl) cyclohexane-1,2-dicarboxylate